2,3-dimethyl-4-[4-[5-methyl-3-(3-methyl-4-pyridyl)-1H-pyrazol-4-yl]phenyl]benzenesulfonamide CC1=C(C=CC(=C1C)C1=CC=C(C=C1)C=1C(=NNC1C)C1=C(C=NC=C1)C)S(=O)(=O)N